(6,6-dioxo-6lambda6-thia-2,5-diazaspiro[3.4]octan-2-yl)-[3-[3-(4-fluorophenyl)-1-bicyclo[1.1.1]pentanyl]azetidin-1-yl]methanone O=S1(NC2(CN(C2)C(=O)N2CC(C2)C23CC(C2)(C3)C3=CC=C(C=C3)F)CC1)=O